S1(=O)(=O)O[C@]2(N3C(N([C@H](CC2)C3)O1)=O)C(COC)(F)F.[Na] sodium (2s,5r)-2-(1,1-difluoro-2-methoxyethyl)-7-oxo-1,6-diazabicyclo[3.2.1]octyl-6-yl sulfate